OC1=CC=C2NC=C(CCN(CC=C)CCC)C2=C1 5-hydroxy-N-propyl-N-allyltryptamine